C(C(C([2H])([2H])[2H])(C[2H])[2H])(O)([2H])[2H] isobutanol-d7